BrC#C[Si](C(C)C)(C(C)C)C(C)C (2-bromoethynyl)tris(propan-2-yl)silane